ClC=1C=C(C#N)C=C(C1F)Cl 3,5-dichloro-4-fluorobenzonitrile